(S)-3-((S)-2-(2-(cyclohexylamino)-2-oxoacetamido)-4-methylpentanamido)-2-oxo-4-((S)-2-oxopyrrolidin-3-yl)butyl heptanoate C(CCCCCC)(=O)OCC([C@H](C[C@H]1C(NCC1)=O)NC([C@H](CC(C)C)NC(C(=O)NC1CCCCC1)=O)=O)=O